FC=1C=C2C(=CNC(C2=CC1F)=O)C(C)N(C(=O)NC1=CC=C(C=C1)F)C 1-(1-(6,7-Difluoro-1-oxo-1,2-dihydroisoquinolin-4-yl)ethyl)-3-(4-fluorophenyl)-1-methylurea